(S)-4-(diethylamino)butane-1,2-diol hydrochloride Cl.C(C)N(CC[C@@H](CO)O)CC